5-((1S,4S)-5-((3-ethyl-2,4-dioxo-1,2,3,4-tetrahydroquinazolin-7-yl)methyl)-2,5-diazabicyclo[2.2.1]heptan-2-yl)-N-methylpicolinamide C(C)N1C(NC2=CC(=CC=C2C1=O)CN1[C@@H]2CN([C@H](C1)C2)C=2C=CC(=NC2)C(=O)NC)=O